trihydroxypregna-4-ene-3,20-dione OC(C([C@H]1CC[C@H]2[C@@H]3CCC4=CC(CC[C@]4(C)[C@H]3CC[C@]12C)=O)=O)(O)O